cyclopropyl-azolol C1(CC1)C1=C(NC=C1)O